3-(3-(4-(2-Acryloyl-2,7-diazaspiro[3.5]nonan-7-yl)-6-ethyl-7-(5-Methyl-1H-indazol-4-yl)-8-(2,2,2-trifluoroethoxy)quinazolin-2-yl)azetidin-1-yl)propionitrile C(C=C)(=O)N1CC2(C1)CCN(CC2)C2=NC(=NC1=C(C(=C(C=C21)CC)C2=C1C=NNC1=CC=C2C)OCC(F)(F)F)C2CN(C2)CCC#N